(R)-5-chloro-2-(2,2-dimethyl-1,3-dioxolan-4-yl)pyridine ClC=1C=CC(=NC1)[C@H]1OC(OC1)(C)C